vinyl-ethylene glycol methyl-methacrylate CC=C(C(=O)O)C.C(=C)C(CO)O